BrC1=NN(C=C1)CC=1N(C2=C(C=NC=3C=CC(=CC23)C#N)N1)[C@H]1C[C@H](OCC1)C 2-((3-bromo-1H-pyrazol-1-yl)methyl)-1-((2R,4R)-2-methyltetrahydro-2H-pyran-4-yl)-1H-imidazo[4,5-c]quinoline-8-carbonitrile